ClC1=CC=C(C=N1)S(=O)(=O)NC=1C(=CC=C2C=NN(C12)C)C 6-chloro-N-(1,6-dimethylindazol-7-yl)pyridine-3-sulfonamide